FC(C1=NN=C(O1)C=1C=CC(=NC1)CN1C(N(C(C2=CC=CC=C12)=O)CC1=NC=C(C=C1)C=1OC(=NN1)C(F)F)=O)F 1,3-bis((5-(5-(difluoromethyl)-1,3,4-oxadiazole-2-yl)pyridine-2-yl)methyl)quinazoline-2,4(1H,3H)-dione